3-Bromo-1-(3-ethoxy-4-fluorophenyl)-5-(2-methylprop-1-en-1-yl)-1H-pyrazole BrC1=NN(C(=C1)C=C(C)C)C1=CC(=C(C=C1)F)OCC